2-[1-(3-chloro-2-piperazin-1-yl-6-quinolinyl)-3-piperidinyl]ethanamine dihydrochloride Cl.Cl.ClC=1C(=NC2=CC=C(C=C2C1)N1CC(CCC1)CCN)N1CCNCC1